(R)-4-(3-methylphenyl)-oxan-2-one CC=1C=C(C=CC1)[C@H]1CC(OCC1)=O